C(C)C1=CC=C(C=N1)C1=NN2C(OCC3(CC3)C2)=C1C(=O)N[C@@H]1C(NC2=C(C(=N1)C1=CC=CC=C1)C=CC=C2F)=O 2-(6-Ethylpyridin-3-yl)-N-[(3S)-9-fluoro-2-oxo-5-phenyl-1,3-dihydro-1,4-benzodiazepin-3-yl]spiro[5,7-dihydropyrazolo[5,1-b][1,3]oxazine-6,1'-cyclopropane]-3-carboxamide